N-(4-(1-methoxyethyl)-5-methyl-6-oxo-5,6-dihydro-1,5-naphthyridin-3-yl)-N'-(6-(2H-1,2,3-triazol-2-yl)-5-(trifluoromethyl)pyridin-3-yl)urea COC(C)C1=C(C=NC=2C=CC(N(C12)C)=O)NC(=O)NC=1C=NC(=C(C1)C(F)(F)F)N1N=CC=N1